9-(4-(naphthalen-2-yl)phenyl)anthracene C1=C(C=CC2=CC=CC=C12)C1=CC=C(C=C1)C=1C2=CC=CC=C2C=C2C=CC=CC12